dioxolo[4,5-g]pyrano[3',4':6,7]indolizino[1,2-b]quinoline-8,11(7H)-dione O1COC=2C1=CC1=CC=3C(N=C1C2)=C2C=C1C(C(N2C3)=O)=COC(C1)=O